CC(\C=C\CCCCC)=O (E)-non-3-en-2-one